diisopropyl 2,3-di-n-propylsuccinate C(CC)C(C(=O)OC(C)C)C(C(=O)OC(C)C)CCC